1-(tert-butyl)-N-hydroxy-4-phenoxy-1H-pyrazole-5-carboxamide C(C)(C)(C)N1N=CC(=C1C(=O)NO)OC1=CC=CC=C1